trimethyl-sulfonium hydroxide salt [OH-].C[S+](C)C